2-acetyl-N6-(tert-butoxycarbonyl)-L-lysine C(C)(=O)[C@](N)(CCCCNC(=O)OC(C)(C)C)C(=O)O